ClC1=CC(=C2C(=CNC2=C1Cl)C=1C=NNC1)OC1CC(C1)O 3-[[6,7-Dichloro-3-(1H-pyrazol-4-yl)-1H-indol-4-yl]oxy]cyclobutanol